O=C1NC(CCC1N1C(C2=CC=CC(=C2C1)C#CC1CCN(CC1)C(=O)OC(C)(C)C)=O)=O tert-butyl 4-((2-(2,6-dioxopiperidin-3-yl)-1-oxoisoindolin-4-yl)ethynyl)piperidine-1-carboxylate